OCC1CC(CCC1)CO 1,3-bis(hydroxymethyl)cyclohex-ane